BrC1=C(C(=C2C(NC(=NC2=C1F)Cl)=O)OCCNC)Cl 7-bromo-2,6-dichloro-8-fluoro-5-(2-(methylamino)ethoxy)quinazolin-4(3H)-one